7-[(1-Acetylpiperidin-4-yl)methoxy]-2-(cyclopentylmethyl)-5-fluoro-3H-quinazolin-4-one C(C)(=O)N1CCC(CC1)COC1=CC(=C2C(NC(=NC2=C1)CC1CCCC1)=O)F